CON(C(=O)[C@@H]1N(C2CCCCC2C1)C(=O)OC(C)(C)C)C tert-butyl (2R)-2-[methoxy(methyl)carbamoyl]-octahydroindole-1-carboxylate